(6R)-5-(tert-butoxycarbonyl)-5-azaspiro[2.4]heptane-6-carboxylic acid C(C)(C)(C)OC(=O)N1CC2(CC2)C[C@@H]1C(=O)O